4-(3-cyclopropyl-7,8-dihydro-5H-1,6-naphthyridin-6-yl)-2-methyl-6-(trifluoromethyl)quinazoline C1(CC1)C=1C=NC=2CCN(CC2C1)C1=NC(=NC2=CC=C(C=C12)C(F)(F)F)C